CC=1SC=NN1 2-methyl-1,3,4-thiadiazole